C1(CCCCC1)NCCCCS(=O)(=O)[O-] 4-(cyclohexylamino)-1-butanesulfonate